F[P-](F)(F)(F)(F)F.C[N+](=C(O)N(C)C)C 1,1,3,3-tetramethyluronium hexafluoroPhosphate